2-amino-4-((1-hydroxyhexan-3-yl)amino)-6-(4-(pyrrolidin-1-ylmethyl)benzyl)pyrimido[4,5-d]pyridazin-5(6H)-one NC=1N=C(C2=C(C=NN(C2=O)CC2=CC=C(C=C2)CN2CCCC2)N1)NC(CCO)CCC